1-[5-ethylsulfonyl-6-[1-(2,2,3,3,3-pentafluoropropyl)pyrazolo[3,4-c]pyridin-5-yl]-2-pyridyl]-1,3-dimethyl-urea C(C)S(=O)(=O)C=1C=CC(=NC1C=1C=C2C(=CN1)N(N=C2)CC(C(F)(F)F)(F)F)N(C(=O)NC)C